(S)-6-(2-(2-methylazetidin-1-yl)-6,7-dihydro-5H-cyclopenta[d]pyrimidin-4-yl)pyridine-2-sulfonamide C[C@@H]1N(CC1)C=1N=C(C2=C(N1)CCC2)C2=CC=CC(=N2)S(=O)(=O)N